3-(2-oxo-4-(piperidin-4-yl)pyridin-1(2H)-yl)piperidine-2,6-dione O=C1N(C=CC(=C1)C1CCNCC1)C1C(NC(CC1)=O)=O